gamma-glycidoxypropyl-methyl-bis(methoxyethoxy)silane tert-butyl-(4-(hydroxymethyl)-4-methylcyclohexyl)carbamate C(C)(C)(C)N(C(O)=O)C1CCC(CC1)(C)CO.C(C1CO1)OCCC[Si](OCCOC)(OCCOC)C